phenylpyridylphosphine C1(=CC=CC=C1)PC1=NC=CC=C1